(3,4-Dimethoxybenzoyl)glycine ethyl ester C(C)OC(CNC(C1=CC(=C(C=C1)OC)OC)=O)=O